NC1=C(C(=NC=2N1N=C(C2CC)C)S(=O)(=O)C)C#N 7-amino-3-ethyl-2-methyl-5-(methylsulfonyl)pyrazolo[1,5-a]pyrimidine-6-carbonitrile